ClC(C)C1(OCC(CO1)(C)C)C1=CC=C(C=C1)CC(C)C 2-(1-chloroethyl)-2-p-isobutylphenyl-5,5-dimethyl-1,3-dioxane